CN1N=CC(=C1)C=1C=CC=2N(C1)N=CC2N2CCC(CC2)C(=O)OC methyl 1-(6-(1-methyl-1H-pyrazol-4-yl)pyrazolo[1,5-a]pyridin-3-yl)piperidine-4-carboxylate